CC(=CC)C=CCC(CCC=C(C)C)C 3,7,11-trimethyl-2,4,10-dodecatriene